5-(2,4,6-trimethylphenyl)-1,3-cyclohexanedione CC1=C(C(=CC(=C1)C)C)C1CC(CC(C1)=O)=O